2-O-(2-hydroxyisobutyl)ascorbic acid OC(COC=1C(=O)O[C@@H](C1O)[C@@H](O)CO)(C)C